1-(2-(ethoxymethyl)-4-(tritylamino)-1H-imidazo[4,5-c]quinolin-1-yl)-2-methylpropan-2-ol C(C)OCC=1N(C2=C(C(=NC=3C=CC=CC23)NC(C2=CC=CC=C2)(C2=CC=CC=C2)C2=CC=CC=C2)N1)CC(C)(O)C